5-(4-fluoro-3-methoxyphenyl)pyrazine FC1=C(C=C(C=C1)C=1N=CC=NC1)OC